N1CCNCC1.N1C(CNCC1)C(=O)O piperazine-2-carboxylic acid-piperazine salt